N-(6-chloro-4-isopropoxypyridin-3-yl)-3-(2-isopropylphenyl)azetidine ClC1=CC(=C(C=N1)N1CC(C1)C1=C(C=CC=C1)C(C)C)OC(C)C